tert-Butyl 4-(3-acetyl-1-(2-(tert-butoxy)-2-oxoethyl)-1H-indol-5-yl)piperazine-1-carboxylate C(C)(=O)C1=CN(C2=CC=C(C=C12)N1CCN(CC1)C(=O)OC(C)(C)C)CC(=O)OC(C)(C)C